CC=1N=C(SC1)NC(=O)/C=C/C(=O)O (E)-3-(4-Methyl-thiazol-2-ylcarbamoyl)-acrylic acid